8-fluoro-7-methoxy-5-methyl-3-((1-(tetrahydro-2H-pyran-2-yl)-1H-pyrazol-3-yl)methyl)-3,5-dihydro-4H-pyridazino[4,5-b]Indol-4-one FC1=CC=2C3=C(N(C2C=C1OC)C)C(N(N=C3)CC3=NN(C=C3)C3OCCCC3)=O